5-{2,8-dimethylimidazo[1,2-b]pyridazin-6-yl}-N-(piperidin-4-yl)cinnoline-8-carboxamide trifluoroacetic acid salt FC(C(=O)O)(F)F.CC=1N=C2N(N=C(C=C2C)C2=C3C=CN=NC3=C(C=C2)C(=O)NC2CCNCC2)C1